N1(C=NC=C1)C(O[C@H]1C[C@H](CC1)C1=NN(C(=C1)NC1=NC(=CC=C1)C(NCCCNC(=O)OC(C)(C)C)=O)C(C)(C)C)=S O-((1R,3S)-3-(5-((6-((3-((tert-butoxycarbonyl) amino) propyl) carbamoyl) pyridin-2-yl) amino)-1-(tert-butyl)-1H-pyrazol-3-yl) cyclopentyl) 1H-imidazole-1-carbothioate